tert-butyl 4-[[2-fluoro-3-[(4-oxo-1-piperidyl)sulfonylmethyl]phenyl]carbamoyl]piperidine-1-carboxylate FC1=C(C=CC=C1CS(=O)(=O)N1CCC(CC1)=O)NC(=O)C1CCN(CC1)C(=O)OC(C)(C)C